FC=1C=C2C(C(NC2=CC1)=O)=NN=C1SCC(N1C1=CC=C(C=C1)C(C)(C)C)=O 5-fluoro-3-(2-(3-(4-tert-butylphenyl)-4-oxothiazolidine-2-ylidene)hydrazono)indol-2-one